tert-butyl (2S,6R)-4-(3-(2,6-bis(benzyloxy)pyridin-3-yl)-1-methyl-1H-indazol-6-yl)-2,6-dimethylpiperazine-1-carboxylate C(C1=CC=CC=C1)OC1=NC(=CC=C1C1=NN(C2=CC(=CC=C12)N1C[C@@H](N([C@@H](C1)C)C(=O)OC(C)(C)C)C)C)OCC1=CC=CC=C1